cis-7-chloro-1-tetrahydropyranyloxy-6-heptene Cl\C=C/CCCCCOC1OCCCC1